OCCS(=O)(=O)CC(CCC[C@](C(=O)NN(C(=O)OC(C)(C)C)C)(C)C1=CC(=CC=C1)CC(C(=O)OC)COC)(C)C tert-butyl 2-((2R)-7-((2-hydroxyethyl)sulfonyl)-2-(3-(3-methoxy-2-(methoxymethyl)-3-oxopropyl)phenyl)-2,6,6-trimethylheptanoyl)-1-methylhydrazine-1-carboxylate